N(=[N+]=[N-])CCC(=O)N[C@@H](CCC(=O)[O-])C(=O)[O-] 3-azidopropionyl-L-glutamate